C1(CC1)[C@H]1CC([C@@H]([C@H](N1)C=1N=NN(C1)C)C(=O)OC(C)(C)C)=O tert-butyl (2S,3R,6R)-6-cyclopropyl-2-(1-methyltriazol-4-yl)-4-oxo-piperidine-3-carboxylate